C1(=CC=CC=C1)C(\C=C(\NC1=CC=C(C=C1)C)/C1=CC=CC=C1)=O (E)-1,3-diphenyl-3-(p-tolylamino)prop-2-en-1-one